The molecule is a DiHETE consisting of arachidonic acid having the two hydroxy substituents located at position 17 and 18. It has a role as a human blood serum metabolite and a human xenobiotic metabolite. It derives from an arachidonic acid. CCC(C(C/C=C\\C/C=C\\C/C=C\\C/C=C\\CCCC(=O)O)O)O